1-(2-(2-amino-4-hydroxy-7H-pyrrolo[2,3-d]pyrimidin-7-yl)ethyl)-3-(1-ethyl-3-methyl-1H-pyrazol-5-yl)urea NC=1N=C(C2=C(N1)N(C=C2)CCNC(=O)NC2=CC(=NN2CC)C)O